C(C)N(C1=CC=C(C=C2C(C(CCC2)=O)=CC2=CC=C(C=C2)N(CC)CC)C=C1)CC bis(4-diethylaminobenzylidene)cyclohexanone